(4-((2,3-dihydrobenzo[b][1,4]dioxin-5-yl)methyl)-2-(2-isopropylphenyl)piperazin-1-yl)-7-azaspiro[3.5]nonane O1C2=C(OCC1)C(=CC=C2)CN2CC(N(CC2)C2CCC21CCNCC1)C1=C(C=CC=C1)C(C)C